C(C)(C)(C)OC(=O)N1CC(C1)N1N=C2N(C(N(CC2=C1)C1CCN(CC1)C1=C(C=CC=C1C)F)=O)CC1=C(C=CC=C1)C(F)(F)F 3-[5-[1-(2-fluoro-6-methyl-phenyl)-piperidin-4-yl]-6-oxo-7-(2-trifluoromethyl-benzyl)-4,5,6,7-tetrahydro-pyrazolo[3,4-d]pyrimidin-2-yl]-azetidine-1-carboxylic acid tert-butyl ester